diethylene glycol mono(2-ethylhexyl) ether acrylate C(C=C)(=O)OCCOCCOCC(CCCC)CC